N-[[4-[5-amino-4-cyano-1-(2-methyltetrahydropyran-4-yl)pyrazol-3-yl]phenyl]methyl]-2-methoxy-benzamide NC1=C(C(=NN1C1CC(OCC1)C)C1=CC=C(C=C1)CNC(C1=C(C=CC=C1)OC)=O)C#N